(E)-4-(benzenesulfonyl)-N-(quinolin-8-yl)but-2-enamine C1(=CC=CC=C1)S(=O)(=O)C/C=C/CNC=1C=CC=C2C=CC=NC12